5-(4-(2-(cyclopropylamino)-2-oxoethoxy)phenyl)-N-methyl-7-(trifluoromethyl)thieno[3,2-b]pyridine-3-carboxamide C1(CC1)NC(COC1=CC=C(C=C1)C1=CC(=C2C(=N1)C(=CS2)C(=O)NC)C(F)(F)F)=O